O=[Ni] oxo-nickel